2-Methoxy-2-oxoethyl 5-(3-(4-carbamoylphenyl)-N-methylpyrazolo[1,5-a]pyridine-5-carboxamido)-2-chlorobenzoate C(N)(=O)C1=CC=C(C=C1)C=1C=NN2C1C=C(C=C2)C(=O)N(C)C=2C=CC(=C(C(=O)OCC(=O)OC)C2)Cl